2-(2,6-dioxo-3-piperidyl)-5-[4-[3-(4-piperidyl)propyl]piperazin-1-yl]isoindoline-1,3-dione hydrochloride Cl.O=C1NC(CCC1N1C(C2=CC=C(C=C2C1=O)N1CCN(CC1)CCCC1CCNCC1)=O)=O